phenyl methacrylate (phenyl methacrylate) C1(=CC=CC=C1)C=C(C(=O)O)C.C(C(=C)C)(=O)OC1=CC=CC=C1